isopropyl acetate (isopropyl acetate) C(C)(C)CC(=O)O.C(C)(=O)OC(C)C